4-(4-((4-cyclohexylphenyl)amino)-6-isopropyl-7-oxo-6,7-dihydro-5H-pyrrolo[3,4-d]pyrimidin-2-yl)pyridinecarbonitrile C1(CCCCC1)C1=CC=C(C=C1)NC=1C2=C(N=C(N1)C1=CC(=NC=C1)C#N)C(N(C2)C(C)C)=O